CC1=NC=C(C(=C1)C1=CC=2N(C=C1)N=C(C2)NC2=NC=C(C=C2)C(F)(F)F)OC2C[C@@H]1COC[C@H](C2)N1 5-[2-methyl-5-[[(1S,5R,7s)-3-oxa-9-azabicyclo[3.3.1]nonan-7-yl]oxy]-4-pyridyl]-N-[5-(trifluoromethyl)-2-pyridyl]pyrazolo[1,5-a]pyridin-2-amine